C(C)(C)(C)C1=C(C(C=N[C@H]2[C@@H](CCC2)N=CC=2C(O)=C(C=C(C2)C(C)(C)C)C(C)(C)C)=CC(=C1)C(C)(C)C)O N,N'-Bis(3,5-di-tert-butylsalicylidene)-trans-1,2-diaminocyclopentane